4-[(2-methyl-phenylethyl)amino]-2-[(1-methyl-1H-pyrazol-4-yl)amino]pyrimidin CC1=C(C=CC=C1)CCNC1=NC(=NC=C1)NC=1C=NN(C1)C